tert-Butyl 4-((2-((4-chloro-2-fluorophenoxy)methyl)pyrimidin-4-yl)amino)piperidine-1-carboxylate ClC1=CC(=C(OCC2=NC=CC(=N2)NC2CCN(CC2)C(=O)OC(C)(C)C)C=C1)F